N-(2,2-difluoroethyl)-6-(2-((tetrahydro-2H-pyran-4-yl)amino)-7H-pyrrolo[2,3-d]pyrimidin-5-yl)imidazo[1,2-a]pyridine-3-carboxamide FC(CNC(=O)C1=CN=C2N1C=C(C=C2)C2=CNC=1N=C(N=CC12)NC1CCOCC1)F